[Li].CO methanol Lithium